(3R)-3-({2-(4-methoxyphenyl)-7-[1-(trifluoromethyl)cyclopropyl][1,2,4]triazolo[1,5-c]quinazolin-5-yl}amino)azepan-2-one COC1=CC=C(C=C1)C1=NN2C(=NC=3C(=CC=CC3C2=N1)C1(CC1)C(F)(F)F)N[C@H]1C(NCCCC1)=O